SC=1C(=NC(=CC1C)C)C#N 3-mercapto-4,6-dimethylcyanopyridine